CCC(CC)N1N=CC(=C1)C=1C=2N(C=C(N1)C=1C=NN(C1)[C@@H]1C[C@H](C1)CO)N=CC2 (trans-3-(4-(4-(1-(pent-3-yl)-1H-pyrazol-4-yl)pyrazolo[1,5-a]pyrazin-6-yl)-1H-pyrazol-1-yl)cyclobutyl)methanol